C(C)OC=1C(=NC=C(C1)F)OC=1C=C(C=NC1)C1=NC=C(C=N1)C(=O)N[C@@H]1CNC[C@H](C1)F 2-{5-[(3-ethoxy-5-fluoropyridin-2-yl)oxy]pyridin-3-yl}-N-[(3S,5S)-5-fluoropiperidin-3-yl]pyrimidine-5-carboxamide